C1CCC2=CC(=CC=C12)\C(\C)=N\NC(C1=CC(=CC=C1)C)=O (E)-N'-(1-(2,3-dihydro-1H-inden-5-yl)ethylidene)-3-methylbenzohydrazide